N=1C=C(N2C1C=CC=C2)C2=NN(C=C2)C2=NC(=NC(=C2)N2CCOCC2)[C@H](CO)OC (R)-2-(4-(3-(imidazo[1,2-a]pyridin-3-yl)-1H-pyrazol-1-yl)-6-morpholinopyrimidin-2-yl)-2-methoxyethan-1-ol